C(C)(C)N(CCCCOC=1C=C(C(C(=O)OC)=CC1)C(=O)OC)C1CCC(CC1)OC1CC(C1)OC1=NC=C(C=C1)C=1C=CC=2C3=C(N(C2C1)C)C=CN=C3 1,2-dimethyl 4-(4-[isopropyl[(1r,4r)-4-[(1r,3r)-3-[(5-[5-methylpyrido[4,3-b]indol-7-yl]pyridin-2-yl)oxy]cyclobutoxy]cyclohexyl]amino]butoxy)phthalate